2-(4,4-difluoropiperidin-1-yl)-4-(1-(2-fluoro-4-nitrophenyl)-1H-1,2,3-triazol-4-yl)-6-methylpyrimidine FC1(CCN(CC1)C1=NC(=CC(=N1)C=1N=NN(C1)C1=C(C=C(C=C1)[N+](=O)[O-])F)C)F